N-(2-(dimethylamino)-2-(4-methoxyphenyl)ethyl)isoindoline-2-carboxylic acid amide CN(C(CNC(=O)N1CC2=CC=CC=C2C1)C1=CC=C(C=C1)OC)C